7-bromo-1-((trans)-4-methoxycyclohexyl)-3,4-dihydropyrazino[2,3-b]pyrazin-2(1H)-one BrC1=CN=C2C(=N1)N(C(CN2)=O)[C@@H]2CC[C@H](CC2)OC